BrC1=C[C@@H](C1)C(F)(F)F (1R,3R)-1-bromo-3-(trifluoromethyl)cyclobutene